[4-[3-(difluoromethyl)-5-methoxy-pyrazol-1-yl]phenyl]methanol FC(C1=NN(C(=C1)OC)C1=CC=C(C=C1)CO)F